C(C)(C)(C)OC(=O)N1C(C2=CC=CC=C2C1)C=1C=CC2=C(SC=C2)C1 (benzo[b]thiophen-6-yl)isoindoline-2-carboxylic acid tert-butyl ester